COC1=C(C=C(C(=C1)OCC)OC)OCC 1,4-dimethoxy-2,5-diethoxybenzene